C(C)OC([C@@H](NC1=CC=C(C=C1)S(=O)(=O)C)CO)=O (3R)-p-methylsulfonylphenylserine ethyl ester